methyl (R)-7-bromo-2-((1R,4S)-4-((tert-butoxycarbonyl) amino) cyclohexyl)-2,4-dimethyl-6-nitrobenzo[d][1,3]dioxin-5-carboxylate BrC=1C(=C(C2=C(O[C@](OC2C)(C)C2CCC(CC2)NC(=O)OC(C)(C)C)C1)C(=O)OC)[N+](=O)[O-]